C(C)(C)(C)OC(=O)N1C[C@H](CC1)CC(=O)O 2-[(3R)-1-tert-butoxycarbonylpyrrolidin-3-yl]acetic acid